Cl.FC=1C=CC(=C(C1)C=1CCCC2=C(C1C1=CC=C(C=C1)CC1CN(C1)CCCF)C=CC(=C2)C(=O)O)C(F)(F)F 8-(5-fluoro-2-(trifluoromethyl)phenyl)-9-(4-((1-(3-fluoropropyl)azetidin-3-yl)methyl)phenyl)-6,7-dihydro-5H-benzo[7]annulene-3-carboxylic acid hydrochloride